(S)-1'-(6-(4-fluorophenoxy)pyrido[2,3-b]pyrazin-2-yl)-1,3-dihydrospiro[indene-2,4'-piperidine]-1-amine FC1=CC=C(OC=2C=CC=3C(=NC=C(N3)N3CCC4(CC3)[C@@H](C3=CC=CC=C3C4)N)N2)C=C1